FC1=CC2=C(NC(=N2)C=2C=C(C=CC2)NC2=NC=C(C=N2)C=2N=NC=CC2)C=C1F N-[3-(5,6-difluoro-1H-benzo[d]imidazol-2-yl)phenyl]-5-pyridazin-3-yl-pyrimidin-2-amine